1,5-Dimethyl-4-[5-(3-methyl-1,2-oxazol-5-yl)-2-(trifluoromethyl)benzenesulfonyl]-1,2,3,4-tetrahydroquinoxaline CN1CCN(C2=C(C=CC=C12)C)S(=O)(=O)C1=C(C=CC(=C1)C1=CC(=NO1)C)C(F)(F)F